(5-(1-cyclopropylethoxy)pyridin-2-yl)propanamide C1(CC1)C(C)OC=1C=CC(=NC1)C(C(=O)N)C